4-[3-(2,4-dioxohexahydropyrimidin-1-yl)-1-methyl-indazol-6-yl]-3,3-difluoro-piperidine O=C1N(CCC(N1)=O)C1=NN(C2=CC(=CC=C12)C1C(CNCC1)(F)F)C